Tert-butyl (S)-(4-(3-chloro-2-(cyclopropylcarbamoyl)phenyl)-3-oxobutan-2-yl)carbamate ClC=1C(=C(C=CC1)CC([C@H](C)NC(OC(C)(C)C)=O)=O)C(NC1CC1)=O